C(#N)C1=CC(=C(CNC(=O)C=2N=NN(C2)CC=2N=C3N(C=C(C=C3C(=O)OCC)C3CC3)C2)C(=C1)C)C ethyl 2-((4-((4-cyano-2,6-dimethylbenzyl)carbamoyl)-1H-1,2,3-triazol-1-yl)methyl)-6-cyclopropylimidazo[1,2-a]pyridine-8-carboxylate